4-methoxy-1H-pyrrolo[2,3-c]pyridine-3-carbaldehyde COC1=C2C(=CN=C1)NC=C2C=O